C(=O)(O)C=1C=C(C=CC1)S(=O)(=O)Cl M-carboxybenzenesulfonyl chloride